Cl.ClC1=C(C=CC=2N(N=NC21)CC)[C@@H](CC(=O)O)C2=CC(=C(C=C2)C)CN2CC(OC1=C(C2)C=CC=C1)(C)C (S)-3-(4-Chloro-1-ethyl-1H-benzo[d][1,2,3]triazol-5-yl)-3-(3-((2,2-dimethyl-2,3-dihydrobenzo[f][1,4]oxazepin-4(5H)-yl)methyl)-4-methylphenyl)propanoic acid, hydrochloride